5-methoxy-4-oxo-4H-chromen-2-carboxamide COC1=C2C(C=C(OC2=CC=C1)C(=O)N)=O